CC1(OCCC(C1)SC1=CC(=C(N=N1)C1=C(C=C(C=C1)C(F)(F)F)O)C)C 2-(6-((2,2-Dimethyltetrahydro-2H-pyran-4-yl)thio)-4-methylpyridazin-3-yl)-5-(trifluoromethyl)phenol